[Ni].[Cu].OCN(C1=CC=CC=C1)CO bis(hydroxymethyl)aniline copper-nickel